8-[3-(2-{Dispiro[2.0.2.1]heptan-7-yl}ethoxy)-1H-pyrazol-1-yl]-12,12-dimethyl-2λ6-thia-3,9,11,18,23-pentaazatetracyclo[17.3.1.111,14.05,10]tetracosa-1(22),5,7,9,19(23),20-hexaene C1CC12C1(CC1)C2CCOC2=NN(C=C2)C2=CC=C1CN[SH4]C3=CC=CC(NCCCC4CC(N(C1=N2)C4)(C)C)=N3